COC(C1=C(C=CC=C1)NC1=NC(=NC=C1F)NC1=CC=C(C=C1)OCCOC)=O 2-((5-fluoro-2-((4-(2-methoxyethoxy)phenyl)amino)pyrimidin-4-yl)amino)benzoic acid methyl ester